CC=1C(=C(O)C=C(C1O)C(C)(C)C)C(C)(C)C methyl-2,5-di-tert-butylhydroquinone